C12(CC3CC(CC(C1)C3)C2)CN2CCN(CC2)CCCSC2=C3C(N(C(=NC3=CC=C2)C)C2C(NC(CC2)=O)=O)=O 3-(5-((3-(4-(((1s,3s)-adamantan-1-yl)methyl)piperazin-1-yl)propyl)thio)-2-methyl-4-oxoquinazolin-3(4H)-yl)piperidine-2,6-dione